CC(C)(O[Si](N=C=O)(N=C=O)OC(C)(C)C)C Bis(1,1-dimethylethoxy)diisocyanato-silane